3-((2-methylphenyl)amino)-3-oxopropanoic acid CC1=C(C=CC=C1)NC(CC(=O)O)=O